CN1CC(C2=CC=CC=C12)(C)C 1,3-dihydro-1,3,3-trimethyl-2H-indole